2-phenyl-3-{4-[5-(3-pyridyl)-1-naphthyl]phenyl}quinoxaline C1(=CC=CC=C1)C1=NC2=CC=CC=C2N=C1C1=CC=C(C=C1)C1=CC=CC2=C(C=CC=C12)C=1C=NC=CC1